3,5-bis(dimethylamino)benzoic acid CN(C=1C=C(C(=O)O)C=C(C1)N(C)C)C